COC(N)C(=O)O α-methoxyglycine